1-((5R,8aS)-3-chloro-5-methyl-5,6,8a,9-tetrahydro-8H-7,10-dioxa-2,4,4b-triazaphenanthren-1-ylmethyl)-1H-[1,2,3]Triazole-4-carboxylic acid methyl ester COC(=O)C=1N=NN(C1)CC1=NC(=NC=2N3[C@@H](COC[C@H]3COC12)C)Cl